COC(CN1N=C(C2=C(C1=O)SC(=C2)OCC)C(C)C)=O (2-ethoxy-4-isopropyl-7-oxo-thieno[2,3-d]pyridazin-6-yl)acetic acid methyl ester